4-fluoro-5-(trifluoromethyl)benzamide FC1=CC=C(C(=O)N)C=C1C(F)(F)F